N1=CC=C(C=C1)C=CC1=CC=C(C=C1)C=CC1=CC=NC=C1 1,4-bis[2-(4-pyridyl)vinyl]benzene